5,6,7,8-tetrahydro-1,7-naphthyridin-2(1H)-one N1C(C=CC=2CCNCC12)=O